N-[2-(4-formylcyclohexyl)-5-methoxy-1,3-benzoxazol-6-yl]pyrimidine-4-carboxamide C(=O)C1CCC(CC1)C=1OC2=C(N1)C=C(C(=C2)NC(=O)C2=NC=NC=C2)OC